CC=1C(CCC1C)=O 2,3-Dimethyl-2-cyclopenten-1-one